N-(7-methyl-2-(4-(trifluoromethoxy)phenyl)thieno[3,2-d]pyrimidin-4-yl)-5-nitrothiophene-2-carboxamide CC1=CSC2=C1N=C(N=C2NC(=O)C=2SC(=CC2)[N+](=O)[O-])C2=CC=C(C=C2)OC(F)(F)F